C(CCCCCCCCC)(=O)N[C@@H](CC=1SC(=CN1)C1=CC=C(C(=O)O)C=C1)C(=O)NCCCCCC (S)-4-(2-(2-decanamido-3-(hexylamino)-3-oxopropyl)thiazol-5-yl)benzoic acid